azetidin-3-ylmethyl 6-[6-[5-(6-methyl-2-pyridyl)-1H-imidazol-4-yl]-3-quinolyl]pyridine-3-carboxylate CC1=CC=CC(=N1)C1=C(N=CN1)C=1C=C2C=C(C=NC2=CC1)C1=CC=C(C=N1)C(=O)OCC1CNC1